C(C)C1=NC2=C(N1C=1SC=C(C1)N1CCOCC1)C=CC=C2 2-(2-ethyl-1H-benzimidazol-1-yl)-4-morpholinylthiophen